5-fluoro-7-(2-(2,2,2-trifluoroethoxy)phenyl)benzofuran-2-carboxylic acid FC=1C=C(C2=C(C=C(O2)C(=O)O)C1)C1=C(C=CC=C1)OCC(F)(F)F